5-(3-((3-(4-((5-(2-chloro-4-phenoxybenzoyl)-7H-pyrrolo[2,3-d]pyrimidin-4-yl)amino)piperidin-1-yl)azetidin-1-yl)methyl)azetidin-1-yl)-2-(2,6-dioxopiperidin-3-yl)isoindoline ClC1=C(C(=O)C2=CNC=3N=CN=C(C32)NC3CCN(CC3)C3CN(C3)CC3CN(C3)C=3C=C2CN(CC2=CC3)C3C(NC(CC3)=O)=O)C=CC(=C1)OC1=CC=CC=C1